(R)-3-(1-((6-cyclopropyl-1-(4-methylpiperazin-1-yl)-7-oxo-6,7-dihydropyrido[3,4-d]pyridazin-4-yl)amino)ethyl)-2-methyl-Benzonitrile C1(CC1)N1C=C2C(=NN=C(C2=CC1=O)N1CCN(CC1)C)N[C@H](C)C=1C(=C(C#N)C=CC1)C